5-(tert-butyl)-N-(2-methyl-4-(7-(1-methyl-1H-pyrazol-4-yl)imidazo[1,2-C]pyrimidin-5-yl)benzyl)-1,2,4-oxadiazole-3-carboxamide C(C)(C)(C)C1=NC(=NO1)C(=O)NCC1=C(C=C(C=C1)C1=NC(=CC=2N1C=CN2)C=2C=NN(C2)C)C